OC1=C(C(=O)C2=CC=C(C=C2)OC(C)(C)C)C=CC(=C1)OCCC 2-hydroxy-4-n-propoxy-4'-tert-butoxy-benzophenone